7-(5-chloro-2-(oxetan-3-ylamino)pyridin-4-yl)-2-(5-fluoro-2-(hydroxymethyl)benzyl)-3,4-dihydropyrrolo[1,2-a]pyrazin-1(2H)-one ClC=1C(=CC(=NC1)NC1COC1)C=1C=C2N(CCN(C2=O)CC2=C(C=CC(=C2)F)CO)C1